C(C)(C)(C)OC(=O)N1CC2(CC1CO)CCNCC2.COC2=C(C=C(C=C2)OC)C2CNCCC2 3-(2,5-dimethoxyphenyl)piperidine tert-butyl-3-(hydroxymethyl)-2,8-diazaspiro[4.5]decane-2-carboxylate